(cyclopropylmethoxy)-3,4-difluoro-benzamide C1(CC1)COC1=C(C(=O)N)C=CC(=C1F)F